ClC1=CC(=C(C=C1F)[C@H](NC(=O)[C@@H]1N(CCCC1)C(C1=CC(=CC=C1)S(=O)(=O)C)=O)C1CC1)F (2R)-N-((R)-(4-chloro-2,5-difluorophenyl)(cyclopropyl)methyl)-1-(3-(methylsulfonyl)benzoyl)-2-piperidinecarboxamide